COC(=O)C=1SC2=C(C1OC)C=CC=C2Br 7-Bromo-3-methoxy-1-benzothiophene-2-carboxylic acid methyl ester